[O-]S(=O)(=O)C(F)(F)F.C(CCC#C)[N+]12CCC(CC1)CC2 1-(pent-4-yn-1-yl)quinuclidin-1-ium triflate